N-(2-acetyl-3,5-difluorophenyl)-3-chloro-6-cyanopicolinamide C(C)(=O)C1=C(C=C(C=C1F)F)NC(C1=NC(=CC=C1Cl)C#N)=O